(+-)-2-Methyldecanonitrile C[C@@H](C#N)CCCCCCCC |r|